tert-butyl 4-(iodomethyl)-3,6-dihydropyridine-1(2H)-carboxylate ICC=1CCN(CC1)C(=O)OC(C)(C)C